N1(N=CC=C1)C1=CC=C(CN2N=CC3=C(C=CC(=C23)C(=O)OC)C#CC)C=C1 Methyl 1-(4-(1H-pyrazol-1-yl) benzyl)-4-(propan-1-yn-1-yl)-1H-indazole-7-carboxylate